ClC1=CC(=C(C=C1)N1N=NC(=C1CN1N=CC(=CC1=O)C1=CC(=NC=C1)C(F)(F)F)C)F 2-[[3-(4-chloro-2-fluoro-phenyl)-5-methyl-triazol-4-yl]methyl]-5-[2-(trifluoromethyl)-4-pyridyl]pyridazin-3-one